1-(4-aminophenyl)-3-morpholinyl-5,6-dihydropyridin NC1=CC=C(C=C1)N1CC(=CCC1)N1CCOCC1